N1=CN=CC2=C1N(C=C2)CC2N(C(C([C@@]21C[C@H](CCC1)C)=O)=O)C1=NC=C(N=C1)C(C)(C)O (5s,7s)-((7H-pyrrolo[2,3-d]pyrimidin-7-yl)methyl)-3-(5-(2-hydroxypropan-2-yl)pyrazin-2-yl)-7-methyl-1-oxo-3-azaspiro[4.5]decan-2-one